3,4-dihydroxythiophene-2,5-dicarboxylic acid diethyl ester C(C)OC(=O)C=1SC(=C(C1O)O)C(=O)OCC